FC(C)(F)C1=NN(C=C1C1=C(C=CC=C1)[C@H]1C2=C(CNC1)SC(=C2)C#N)CC (S)-4-(2-(3-(1,1-difluoroethyl)-1-ethyl-1H-pyrazol-4-yl)phenyl)-4,5,6,7-tetrahydrothieno[2,3-c]pyridine-2-carbonitrile